ClC1=C(N=CC2=C(N=CC(=C12)C#CC1=NC=C(C=C1)OC)NC)NC(=O)C1CC1 N-(4-chloro-5-((5-methoxypyridin-2-yl)ethynyl)-8-(methylamino)-2,7-naphthyridin-3-yl)cyclopropanecarboxamid